CC1=CC(=C(C=N1)C(=O)NC=1SC(=NN1)OCC1COCC1)C1=CC=NC=C1 6-methyl-N-(5-((tetrahydrofuran-3-yl)methoxy)-1,3,4-thiadiazol-2-yl)-(4,4'-bipyridine)-3-carboxamide